6-Chloro-4-[[(3S)-1-tert-butoxycarbonylpyrrolidin-3-yl]amino]pyridine-3-carboxylic acid ClC1=CC(=C(C=N1)C(=O)O)N[C@@H]1CN(CC1)C(=O)OC(C)(C)C